ClC=1N=CC2=C(N1)C1(C(N(C2)C=2C=C(C=NC2C)NC(C2=CC(=CC=C2)C(F)(F)F)=O)=O)CC1 N-(5-(2'-chloro-7'-oxo-5'H-spiro[cyclopropane-1,8'-pyrido[4,3-d]pyrimidine]-6'(7'H)-yl)-6-methylpyridin-3-yl)-3-(trifluoromethyl)benzamide